S(=O)(=O)(C1=CC=C(C)C=C1)N tosylazane